8-(2-methyl-4-nitrophenyl)-3-oxa-8-azabicyclo[3.2.1]octane CC1=C(C=CC(=C1)[N+](=O)[O-])N1C2COCC1CC2